PERHYDRO-2-CHROMENONE O1C(CCC2CCCCC12)=O